methyl (E)-2-[2-[3-(2-fluorophenoxy) phenoxy] phenyl]-3-methoxyacrylate FC1=C(OC=2C=C(OC3=C(C=CC=C3)/C(/C(=O)OC)=C\OC)C=CC2)C=CC=C1